Cl.B(O)(O)O boric acid hydrochloride